C(=O)O.CN1C(=NN=C1)[C@H](C=1C=C(C=CC1)N1C(C2=CC(=CC(=C2C1)C(F)(F)F)CNC1(CCC1)C)=O)C1CCOCC1 (S)-2-(3-((4-methyl-4H-1,2,4-triazol-3-yl)(tetrahydro-2H-pyran-4-yl)methyl)phenyl)-6-(((1-methylcyclobutyl)amino)methyl)-4-(trifluoromethyl)isoindolin-1-one formate